2-(3-(3-(difluoro(4-methyl-4H-1,2,4-triazol-3-yl)methyl)oxetan-3-yl)phenyl)-6-(1-((S)-3-fluoropyrrolidin-1-yl)ethyl)-4-(trifluoromethyl)isoindolin-1-one FC(C1(COC1)C=1C=C(C=CC1)N1C(C2=CC(=CC(=C2C1)C(F)(F)F)C(C)N1C[C@H](CC1)F)=O)(C1=NN=CN1C)F